(R or S)-(E)-7-(1-(4-(Dimethylamino)but-2-enoyl)piperidin-4-yl)-2-(4-phenoxyphenyl)-4,5,6,7-tetrahydropyrazolo[1,5-a]pyrimidine-3-carboxamide CN(C/C=C/C(=O)N1CCC(CC1)[C@H]1CCNC=2N1N=C(C2C(=O)N)C2=CC=C(C=C2)OC2=CC=CC=C2)C |o1:13|